2-(8-([1,2,4]Triazolo[1,5-c]pyrimidin-5-yl)-2-oxo-1,3,8-triazaspiro[4.5]decan-3-yl)-N-(4-(trifluoromethyl)phenyl)acetamide hydrochloride Cl.N=1C=NN2C(=NC=CC21)N2CCC1(CN(C(N1)=O)CC(=O)NC1=CC=C(C=C1)C(F)(F)F)CC2